[N+](=O)([O-])[O-].[Cu+2].[N+](=O)([O-])[O-] CUPRIC NITRATE